para-diazinon N1C(C=NC=C1)=O